2-((1H-pyrazol-3-yl)methyl)-6-((4-(aminomethyl)-1-methyl-1H-pyrazol-3-yl)methyl)-4-methyl-4H-thiazolo[5',4':4,5]pyrrolo[2,3-d]pyridazin-5(6H)-one N1N=C(C=C1)CC=1SC2=C(N(C=3C(N(N=CC32)CC3=NN(C=C3CN)C)=O)C)N1